O[C@@H]1[C@@H](CO[C@@H]([C@@H]1O)CO)N1C(OCC1)=O 3-((3R,4R,5R,6R)-4,5-dihydroxy-6-(hydroxymethyl)tetrahydro-2H-pyran-3-yl)oxazolidin-2-one